FC1=C(OC2CCN(CC2)C2=C(C=C(C(=O)OC)C=C2)[N+](=O)[O-])C=CC(=C1)F methyl 4-(4-(2,4-difluorophenoxy) piperidin-1-yl)-3-nitrobenzoate